4-(5-((6-(3,5-dichlorophenyl)-4-((4-(2-methoxy-2-oxoethyl)piperidin-1-yl)methyl)-3-methylpyridin-2-yl)oxy)pyrazin-2-yl)piperazine-1-carboxylic acid tert-butyl ester C(C)(C)(C)OC(=O)N1CCN(CC1)C1=NC=C(N=C1)OC1=NC(=CC(=C1C)CN1CCC(CC1)CC(=O)OC)C1=CC(=CC(=C1)Cl)Cl